NC1=CC(=C(C(=O)NC2CC2)C=C1)F 4-amino-2-fluoro-N-cyclopropyl-benzamide